1-(2-(pyrrolidin-1-yl)ethyl)-1H-indazole N1(CCCC1)CCN1N=CC2=CC=CC=C12